(R)-2-amino-3-(3-(3-ethyl-5-methylisoxazol-4-yl)-5-fluorobenzamido)propanoic acid N[C@@H](C(=O)O)CNC(C1=CC(=CC(=C1)F)C=1C(=NOC1C)CC)=O